4-((4-ethylpiperazin-1-yl)methyl)-3-fluoroaniline C(C)N1CCN(CC1)CC1=C(C=C(N)C=C1)F